(S)-N-((4-carbamimidoylthiophen-2-yl)methyl)-7-(2-(3-methyl-4-phenoxybenzamido)acetyl)-1,4-dioxa-7-azaspiro[4.4]nonane-8-carboxamide C(N)(=N)C=1C=C(SC1)CNC(=O)[C@H]1N(CC2(OCCO2)C1)C(CNC(C1=CC(=C(C=C1)OC1=CC=CC=C1)C)=O)=O